3-(1-Oxo-5-(((S)-1-(quinolin-5-ylmethyl)pyrrolidin-3-yl)oxy)isoindolin-2-yl)-piperidine-2,6-dione O=C1N(CC2=CC(=CC=C12)O[C@@H]1CN(CC1)CC1=C2C=CC=NC2=CC=C1)C1C(NC(CC1)=O)=O